3-(1,3-benzodioxol-5-yl)-N-phenyl-N-(tetrahydrofuran-2-ylmethyl)prop-2-enamide O1COC2=C1C=CC(=C2)C=CC(=O)N(CC2OCCC2)C2=CC=CC=C2